4-bromo-N-(4-bromo-2-fluorophenyl)-2-fluorobenzamide BrC1=CC(=C(C(=O)NC2=C(C=C(C=C2)Br)F)C=C1)F